Benzo[b]thiophen-3-yl-(morpholinyl)methanone S1C2=C(C(=C1)C(=O)N1CCOCC1)C=CC=C2